(4-bromo-2-((1-((2-(3-dodecylguanidino)ethyl)amino)-3-(1H-indol-3-yl)-1-oxopropan-2-yl)carbamoyl)phenyl)-2-naphthamide BrC1=CC(=C(C=C1)C1=C(C=CC2=CC=CC=C12)C(=O)N)C(NC(C(=O)NCCNC(=N)NCCCCCCCCCCCC)CC1=CNC2=CC=CC=C12)=O